FC1(CCN(CC1)C1CCC(CC1)N1C(NC2=C1C=C(C(=C2)C=2C=C(C=1N(C2)N=CN1)OC)C(C)C)=O)F 1-(4-(4,4-Difluoropiperidin-1-yl)cyclohexyl)-6-isopropyl-5-(8-methoxy-[1,2,4]triazolo[1,5-a]pyridin-6-yl)-1,3-dihydro-2H-benzo[d]imidazol-2-on